FC=1C=C(C=NC1C)NC(OC(C)(C)C)=O tert-butyl N-(5-fluoro-6-methyl-3-pyridyl)carbamate